CC1(CCC2(CC1)OC1=CC(=CC=C1C(C2)=O)C(F)(F)F)C 4',4'-dimethyl-7-(trifluoromethyl)spiro[chromane-2,1'-cyclohexan]-4-one